dimethylmethanol CC(O)C